CC1=C(C(=CC(=C1)CC1=CC=C(C=C1)C=C)C)O 2,6-dimethyl-4-(4-vinylbenzyl)phenol